C(CCCCCC(=O)O)(=O)O.C(C1=CC=CC=C1)(N)=S (benzothioamide) pimelate